ClC=1C=C(C=CC1C(=O)N1CC2(CN(C2)C(=O)[C@H]2NC[C@@H](C2)O)C1)NC(=O)C=1N(C(=CN1)C1=C(C(=C(C=C1)OC)F)F)C N-[3-chloro-4-[2-[(2S,4R)-4-hydroxypyrrolidine-2-carbonyl]-2,6-diazaspiro[3.3]heptane-6-carbonyl]phenyl]-5-(2,3-difluoro-4-methoxy-phenyl)-1-methyl-imidazole-2-carboxamide